methyl 4-(3-(tert-butoxy)-3-oxopropyl)-2-chlorobenzoate C(C)(C)(C)OC(CCC1=CC(=C(C(=O)OC)C=C1)Cl)=O